P1(=O)(OC2=CC(=CC=C2)O1)[O-] 1,3-phenylene phosphate